C1(=CC=CC=C1)C(CCCCCOB([O-])[O-])(C1=CC=CC=C1)C1=CC=CC=C1.C(CCC)[N+](CCCC)(CCCC)CCCC.C(CCC)[N+](CCCC)(CCCC)CCCC Tetrabutylammonium triphenylhexylborate